C12CN(CC2C1)C1=CC(=CC(=N1)NC1=NC=C(N=C1)C(F)F)C=1CCN(CC1)CC1CC1 6-(3-azabicyclo[3.1.0]hexan-3-yl)-1'-(cyclopropylmethyl)-N-(5-(difluoromethyl)pyrazin-2-yl)-1',2',3',6'-tetrahydro-[4,4'-bipyridin]-2-amine